2,4,6-triphenyl-triazine C1(=CC=CC=C1)N1NC(=CC(=N1)C1=CC=CC=C1)C1=CC=CC=C1